((3R,4R)-1-(1-(4-chloro-3-fluorophenyl)-3,3-dimethyl-2,3-dihydro-1H-pyrrolo[3,2-b]pyridine-5-carbonyl)-3-methoxypiperidin-4-yl)acetic acid ClC1=C(C=C(C=C1)N1CC(C2=NC(=CC=C21)C(=O)N2C[C@@H]([C@H](CC2)CC(=O)O)OC)(C)C)F